6-(4-chlorophenyl)-2-[3-(difluoromethyl)phenyl]-N-[(2S)-1-hydroxypropan-2-yl]-3-oxo-2,3-dihydropyridazine-4-carboxamide ClC1=CC=C(C=C1)C=1C=C(C(N(N1)C1=CC(=CC=C1)C(F)F)=O)C(=O)N[C@H](CO)C